N-cyclohexyl-2-[2-fluoro-5-[[6-oxo-4-(trifluoromethyl)-1H-pyridine-3-carbonyl]amino]-4-[(3R,5S)-3,4,5-trimethylpiperazin-1-yl]phenyl]-N-methyl-1,3-thiazole-5-carboxamide C1(CCCCC1)N(C(=O)C1=CN=C(S1)C1=C(C=C(C(=C1)NC(=O)C1=CNC(C=C1C(F)(F)F)=O)N1C[C@H](N([C@H](C1)C)C)C)F)C